3-[1-(6-acetyl-imidazo[1,2-a]pyridin-3-yl)-1H-pyrazol-4-yl]-N-cyclopropyl-4-methyl-benzamide C(C)(=O)C=1C=CC=2N(C1)C(=CN2)N2N=CC(=C2)C=2C=C(C(=O)NC1CC1)C=CC2C